The molecule is an ethyl ester resulting from the formal condensation of the carboxy group of chlorimuron with ethanol. A proherbicide for chloimuron, it is used as herbicide for the control of broad-leaved weeds in peanuts, soya beans, and other crops. It has a role as a proherbicide, an EC 2.2.1.6 (acetolactate synthase) inhibitor and an agrochemical. It is a sulfamoylbenzoate, a N-sulfonylurea, an aromatic ether, an ethyl ester, an organochlorine pesticide and a member of pyrimidines. It derives from a chlorimuron. CCOC(=O)C1=CC=CC=C1S(=O)(=O)NC(=O)NC2=NC(=CC(=N2)Cl)OC